6-(4-(3-(4-chloro-3-fluorophenyl)-1-((6-methylpyridin-2-yl)methyl)-1H-pyrrolo[2,3-b]pyridine-6-carbonyl)-3,3-dimethylpiperazin-1-yl)-2,4-dimethylnicotinic acid hydrochloride Cl.ClC1=C(C=C(C=C1)C1=CN(C2=NC(=CC=C21)C(=O)N2C(CN(CC2)C2=NC(=C(C(=O)O)C(=C2)C)C)(C)C)CC2=NC(=CC=C2)C)F